(S)-6-(((1-(1-(tert-butyl)piperidin-4-yl)-1H-1,2,3-triazol-4-yl)(2-methylpyridin-3-yl)methyl)amino)-8-chloro-4-((3,4-dichloro-2-fluorophenyl)amino)quinoline-3-carbonitrile C(C)(C)(C)N1CCC(CC1)N1N=NC(=C1)[C@H](C=1C(=NC=CC1)C)NC=1C=C2C(=C(C=NC2=C(C1)Cl)C#N)NC1=C(C(=C(C=C1)Cl)Cl)F